3-[3-(1-butyn-1-yl)phenyl]-1-[(2-chloro-5-thiazolyl)methyl]-2-hydroxy-9-methyl-4-oxo-4H-pyrido[1,2-a]pyrimidinium C(#CCC)C=1C=C(C=CC1)C1=C([N+](=C2N(C1=O)C=CC=C2C)CC2=CN=C(S2)Cl)O